2-chloro-N-[2,6-difluoro-4-(2-phenylethynyl)phenyl]benzenesulfonamide ClC1=C(C=CC=C1)S(=O)(=O)NC1=C(C=C(C=C1F)C#CC1=CC=CC=C1)F